2-ethyl-hexane-1,3-diol C(C)C(CO)C(CCC)O